CN1N=CC(=C1)C1=NC=CC(=N1)OC=1C(=NC(=CC1)[N+](=O)[O-])C 2-(1-methyl-1H-pyrazol-4-yl)-4-((2-methyl-6-nitropyridin-3-yl)oxy)pyrimidine